COC(C(C1=CC=C(C=C1)[N+](=O)[O-])O)=O Methyl-2-hydroxy-2-(4-nitrophenyl)acetate